C(O)NCC1=CC=CC=C1 methylolbenzylamine